N-((5-chloro-6-((5-ethylisoxazol-3-yl)methoxy)-1H-indol-2-yl)methyl)-1-methylcyclopropanecarboxamide ClC=1C=C2C=C(NC2=CC1OCC1=NOC(=C1)CC)CNC(=O)C1(CC1)C